C(C)(=O)N1CC(CCC1)N1NC(C=2C=NC(=CC21)NC2=NC(=NC(=C2)C)C)=O 1-(1-acetylpiperidin-3-yl)-6-((2,6-dimethylpyrimidin-4-yl)amino)-1,2-dihydro-3H-pyrazolo[4,3-c]pyridin-3-one